IC1=C(N=CN1COCC[Si](C)(C)C)C 5-iodo-4-methyl-1-((2-(trimethylsilyl)ethoxy)methyl)-1H-imidazole